(S)-N2-(1-(methylsulfonyl)-1H-indazol-4-yl)-N4-(tetrahydrofuran-3-yl)-5-(trifluoromethyl)pyrimidine-2,4-diamine CS(=O)(=O)N1N=CC2=C(C=CC=C12)NC1=NC=C(C(=N1)N[C@@H]1COCC1)C(F)(F)F